copper thiopheneate S1C(=CC=C1)C(=O)[O-].[Cu+2].S1C(=CC=C1)C(=O)[O-]